(S)-2-amino-3-methylbutyrate N[C@H](C(=O)[O-])C(C)C